S-(2,2-dimethyltetrahydropyran-4-yl) ethanethioate C(C)(SC1CC(OCC1)(C)C)=O